3,3'-((2-(((benzyloxy)carbonyl)amino)-2-((2-carboxyethoxy)methyl)propane-1,3-diyl)bis(oxy))dipropionic acid C(C1=CC=CC=C1)OC(=O)NC(COCCC(=O)O)(COCCC(=O)O)COCCC(=O)O